CC1=NC=C(C=C1C=O)C 2,5-DIMETHYLPYRIDINE-3-CARBOXALDEHYDE